BrC=1C=C(C=C2C(\C(\COC12)=C\C=1C=CC(=C(OCC(=O)OC)C1)F)=O)C methyl (E)-2-(5-((8-bromo-6-methyl-4-oxochroman-3-ylidene)methyl)-2-fluorophenoxy)acetate